4-fluoro-5-methyl-2-((trimethylsilyl)ethynyl)phenol FC1=CC(=C(C=C1C)O)C#C[Si](C)(C)C